(5-methyl-2,3-dihydro-1H-inden-1-yl)(phenyl)methanone CC=1C=C2CCC(C2=CC1)C(=O)C1=CC=CC=C1